11-{(1R)-1-[1-Benzyl-4-(2,5-difluorophenyl)-1H-pyrrol-2-yl]-2,2-dimethylpropyl}-2,2-dimethyl-6,12-dioxo-5-oxa-14-thia-7,11-diaza-2-silaheptadecan C(C1=CC=CC=C1)N1C(=CC(=C1)C1=C(C=CC(=C1)F)F)[C@@H](C(C)(C)C)N(CCCNC(OCC[Si](C)(C)C)=O)C(CSCCC)=O